2-(benzo[d]isothiazol-3-yl)acetic acid S1N=C(C2=C1C=CC=C2)CC(=O)O